3-((1,2-dimethyl-1H-benzo[d]imidazol-6-yl)ethynyl)-1-((3S,5R)-5-(methoxymethyl)pyrrolidin-3-yl)-1H-pyrrolo[3,2-c]pyridin-4-amine 2,2,2-trifluoroacetate FC(C(=O)O)(F)F.CN1C(=NC2=C1C=C(C=C2)C#CC2=CN(C1=C2C(=NC=C1)N)[C@@H]1CN[C@H](C1)COC)C